FC(C(=O)O)(F)F.NC=1C=2N(C=C(N1)C=1C=NN(C1)C)C(=CN2)C=2C=C1CN(C(C1=C(C2)S(=O)(=O)C)=O)[C@@H](C)C2CC2 (S)-5-(8-Amino-6-(1-methyl-1H-pyrazol-4-yl)imidazo[1,2-a]pyrazin-3-yl)-2-(1-cyclopropylethyl)-7-(methylsulfonyl)isoindolin-1-one, trifluoroacetate salt